C(C)(=O)OCCCCCCCCCCCCCC\C=C/CC (Z)-15-octadecenyl acetate